OC(CN(CCCNC(CCCCCCC\C=C/CCCCCCCC)=O)CCCOCCCC)CO N-[3-[(2,3-dihydroxypropyl)(3-butoxypropyl)amino]propyl]oleamide